4-vinyl-2,7-naphthyridine C(=C)C1=CN=CC2=CN=CC=C12